C(C)(C)(C)NC(=O)NC=1C=C2CCC(N(C2=CC1)C(C)C1=CC=CC=C1)=O 1-(tert-butyl)-3-(2-oxo-1-(1-phenylethyl)-1,2,3,4-tetrahydroquinolin-6-yl)urea